(2S,3R)-3-[tert-butyl-(dimethyl)silyl]oxy-N-(3-chloro-4-fluoro-phenyl)-N-methyl-5-oxo-pyrrolidine-2-carboxamide HCl salt Cl.C(C)(C)(C)[Si](O[C@H]1[C@H](NC(C1)=O)C(=O)N(C)C1=CC(=C(C=C1)F)Cl)(C)C